C(C)N(C(=O)N(C1=CC=CC=C1)C1=CC=CC=C1)C1=CC=CC=C1 N-ethylphenyl-N',N'-diphenylurea